[Ta+5].[S-2].[S-2].[Cr+3] Chromium disulfide tantalum